C1(CC1)N(C(=O)N1[C@H]2[C@H](N(C[C@@H]1CC2)C(C(C2=CC=CC=C2)C2=CC=CC=C2)=O)C(=O)O)CC2=CSC=C2 (1R,2S,5S)-8-(cyclopropyl(thiophene-3-yl-methyl)carbamoyl)-3-(2,2-diphenylacetyl)-3,8-diazabicyclo[3.2.1]octane-2-carboxylic acid